Tert-butyl (S)-(17-oxo-4,7,10,13-tetraoxa-16-azahenicosa-1,20-diyn-18-yl)carbamate O=C(NCCOCCOCCOCCOCC#C)[C@H](CC#C)NC(OC(C)(C)C)=O